FC1C(N(C(C2=CC=CC=C12)=O)CCOCCOCC(=O)N(C1=CC=C(C2=NON=C21)[N+](=O)[O-])CC2=C(C=C(C=C2)F)C)=O 2-(2-(2-(4-fluoro-1,3-dioxoisoquinolin-2-yl)ethoxy)ethoxy)-N-(4-fluoro-2-methylbenzyl)-N-(7-nitrobenzo[c][1,2,5]oxadiazol-4-yl)acetamide